N[C@H](C(=O)N[C@H](C(=O)N[C@H](C(=O)OC)CO)CCCCNC(=O)OCC1C2=CC=CC=C2C=2C=CC=CC12)CCCN1CCOCC1 methyl (2S)-2-[(2S)-2-[(2S)-2-amino-5-(morpholin-4-yl)pentanamido]-6-{[(9H-fluoren-9-ylmethoxy)carbonyl]amino} hexanamido]-3-hydroxypropanoate